FC(C=1C=C(C(C(=O)O)=CC1)C(=O)O)(F)F 4-trifluoromethyl-phthalic acid